Methyl 7-(4,4,5,5-tetramethyl-1,3,2-dioxaborolan-2-yl)-1H-indole-4-carboxylate CC1(OB(OC1(C)C)C1=CC=C(C=2C=CNC12)C(=O)OC)C